CC(C)C1=CC=C(C=C1)CC=O m-cymene-7-carboxaldehyde